13-bromo-19,21-difluoro-14-methoxy-16,16-dioxo-5-(trifluoromethyl)-9-oxa-16λ6-thia-6,17-diazatetracyclo[16.3.1.111,15.02,7]tricosa-1(22),2(7),3,5,11,13,15(23),18,20-nonaen-10-one BrC=1C=C2C(OCC=3N=C(C=CC3C=3C(=CC(=C(NS(C(C1OC)=C2)(=O)=O)C3)F)F)C(F)(F)F)=O